FC1=CC=C(C=C1)NC([C@H](C)C1=NC=2CCCN(C2C=C1)C(=O)[C@@H]1OCCC1)=O (2R)-N-(4-Fluorophenyl)-2-{5-[(2R)-oxolan-2-carbonyl]-5,6,7,8-tetrahydro-1,5-naphthyridin-2-yl}propanamid